(1S,2S)-2-((4-(4-((1R,2S)-6-hydroxy-2-phenyl-1,2,3,4-tetrahydronaphthalen-1-yl)phenyl)-[1,4'-bipiperidin]-1'-yl)methyl)cyclohexane-1-carbaldehyde OC=1C=C2CC[C@@H]([C@@H](C2=CC1)C1=CC=C(C=C1)C1CCN(CC1)C1CCN(CC1)C[C@@H]1[C@H](CCCC1)C=O)C1=CC=CC=C1